C(C)OC(=O)C1=CN(C2=NC=CC=C2C1=O)C(C)C=1SC=CN1 4-oxo-1-(1,3-thiazol-2-yl)-1,4-dihydro-ethyl-1,8-naphthyridine-3-carboxylic acid ethyl ester